N-(6-(3-cyclopropyl-5-(4-methyl-5-oxo-4,5-dihydro-1,3,4-oxadiazol-2-yl)-1H-pyrazol-1-yl)pyridin-3-yl)-2,6-difluorobenzamide C1(CC1)C1=NN(C(=C1)C=1OC(N(N1)C)=O)C1=CC=C(C=N1)NC(C1=C(C=CC=C1F)F)=O